N-((5-(hydrazinocarbonyl)pyridin-2-yl)methyl)-N-phenylthiomorpholine-4-carboxamide 1,1-dioxide N(N)C(=O)C=1C=CC(=NC1)CN(C(=O)N1CCS(CC1)(=O)=O)C1=CC=CC=C1